C1(=CC=CC=C1)N1C(C2=NC=CC=C2C1=O)=O 6-phenyl-5H-pyrrolo[3,4-b]Pyridine-5,7(6H)-dione